tert-butyl 3-((tert-butoxycarbonyl)oxy)-3-(4-(4-(7-((3,5-dimethoxyphenyl)(methyl)amino)quinoxalin-2-yl)-1H-pyrazol-1-yl)piperidine-1-carbonyl)azetidine-1-carboxylate C(C)(C)(C)OC(=O)OC1(CN(C1)C(=O)OC(C)(C)C)C(=O)N1CCC(CC1)N1N=CC(=C1)C1=NC2=CC(=CC=C2N=C1)N(C)C1=CC(=CC(=C1)OC)OC